(R)-2-((1-(2-cyano-3-(4-(cyclopentanecarbonyl)piperazin-1-yl)-7-methylquinoxalin-5-yl)ethyl)amino)-benzoic acid C(#N)C1=NC2=CC(=CC(=C2N=C1N1CCN(CC1)C(=O)C1CCCC1)[C@@H](C)NC1=C(C(=O)O)C=CC=C1)C